S1C(=CC=C1)C1=C(C=CC=C1)C=1SC=CC1 dithienyl-benzene